C(C1=CC=CC=C1)OC(=O)N1CC2=CC=C(C=C2C1)CN1CCN(CC1)CCCCCNC(=O)OC(C)(C)C 5-((4-(5-((Tert-Butoxycarbonyl)amino)pentyl)piperazin-1-yl)methyl)isoindoline-2-carboxylic acid benzyl ester